C(C)(C)(C)OC(=O)N1CC(C(C1)O)O 3,4-dihydroxypyrrolidine-1-carboxylic acid tert-butyl ester